(3R,4R)-1-cyclohexyl-4-{[5-(2,4-difluoro-phenyl)-isoxazole-3-carbonyl]-amino}-piperidine-3-carboxylic acid ((1S)-1-pyridin-2-yl-ethyl)-amide N1=C(C=CC=C1)[C@H](C)NC(=O)[C@@H]1CN(CC[C@H]1NC(=O)C1=NOC(=C1)C1=C(C=C(C=C1)F)F)C1CCCCC1